C(=CCCCCCCCCCC)C(C(=O)O)C(=O)O dodecenyl-malonic acid